tert-butyl (3S)-4-[(4-methoxy-2-pyridyl)methyl]-3-methyl-piperazine-1-carboxylate COC1=CC(=NC=C1)CN1[C@H](CN(CC1)C(=O)OC(C)(C)C)C